C(C)(C)(C)OC(=O)C1=NC2=CC=CC=C2C=C1CCCCCOS(=O)(=O)C1=CC=C(C)C=C1 3-(5-(p-toluenesulfonyloxy)pentyl)quinoline-2-carboxylic acid tert-butyl ester